3-Bromochloropropane BrCCCCl